Methyl(oxo){[(2R)-1-phenoxy-2-butanyl]oxy}phosphonium C[P+](O[C@@H](COC1=CC=CC=C1)CC)=O